[Si](C)(C)(C(C)(C)C)O[C@H]1[C@@H](CCCC1)N (1R,2R)-2-((tert-butyldimethylsilyl)oxy)cyclohexan-1-amine